C(#N)N1C[C@H](CC1)CNC(=O)C=1SC(=CN1)C1=CC=CC=C1 (R)-N-((1-Cyanopyrrolidin-3-yl)methyl)-5-phenylthiazole-2-carboxamide